(alpha-butyl) acrylate C(C=C)(=O)OCCCC